ClC1=NC=NC(=C1/C=C/C(=O)OC)NCC1=CC=C(C=C1)OC (E)-methyl 3-(4-chloro-6-((4-methoxybenzyl)amino)pyrimidin-5-yl)acrylate